tert-butyl (1-(4-(chloromethyl)phenyl)-1-oxo-6,9,12-trioxa-2-azapentadecan-15-yl)carbamate ClCC1=CC=C(C=C1)C(NCCCOCCOCCOCCCNC(OC(C)(C)C)=O)=O